[(2R,3S)-7-(6-tert-butyl-5-methyl-pyrrolo[2,3-b]pyrazin-3-yl)-3-cyclopropyl-azepan-2-yl]methanol C(C)(C)(C)C1=CC=2C(=NC(=CN2)C2CCC[C@H]([C@@H](N2)CO)C2CC2)N1C